pyridin-4-ylmethyl-1,3,5-triazine-2,4-diamine N1=CC=C(C=C1)CC1=NC(=NC(=N1)N)N